FC(C)(F)C=1C(=C(C=CC1)[C@@H](C)NC=1C2=C(N=C(N1)C)C=NC(=C2)N2CCN(CC2)C(C)=O)F 1-{4-[4-({(1R)-1-[3-(1,1-difluoroethyl)-2-fluorophenyl]ethyl}amino)-2-methylpyrido[3,4-d]pyrimidin-6-yl]piperazin-1-yl}ethan-1-one